CN1CCC(CC1)CCOC=1C=CC(=NC1)C=C 5-[2-(1-methyl-4-piperidinyl)ethoxy]-2-vinyl-pyridine